C(#N)C1(CCC(CC1)N1N=C2C=C(C(=CC2=C1)NC(=O)C1=[N+](C(=CC=C1)C)[O-])OC)C 2-((2-((1r,4r)-4-cyano-4-methylcyclohexyl)-6-methoxy-2H-indazol-5-yl)carbamoyl)-6-methylpyridine 1-oxide